ClC=1C=C(C=CC1)CCN1CC(C(C1)C)COC1=CC=C(C=C1)S(=O)(=O)CCS(=O)(=O)C 1-[2-(3-chlorophenyl)ethyl]-3-{[4-(2-methylsulfonylethylsulfonyl)phenoxy]methyl}-4-methylpyrrolidine